S1C2=C(C=C1C=O)C=CC=C2 benzo[b]thiophene-2-formaldehyde